((5-nitro-1-(benzenesulfonyl)-1H-pyrrolo[2,3-b]pyridin-4-yl) amino) propionate C(CC)(=O)ONC1=C2C(=NC=C1[N+](=O)[O-])N(C=C2)S(=O)(=O)C2=CC=CC=C2